C1SC2=C(S1)SCS2 tetrathiapentalene